C1(CC1)C=1NC=2N(C(C1)=O)N=C(C2)[C@H]2N(CCCC2)C(=O)OC(C)(C)C tert-butyl (2S)-2-(5-cyclopropyl-7-oxo-4,7-dihydropyrazolo[1,5-a]pyrimidin-2-yl)piperidine-1-carboxylate